CC1(OC(C(O1)=O)C)C 2,2,5-trimethyl-1,3-dioxolane-4-one